C(C)(C)(C)OC(=O)N1CCN(CC1)C([C@H](NC1=NC=2C(=CC=CC2C=2N1N=C(N2)C2=CC=C(C=C2)OC)Br)C)=O 4-{N-[7-bromo-2-(4-methoxyphenyl)[1,2,4]triazolo[1,5-c]quinazolin-5-yl]-D-alanyl}piperazine-1-carboxylic acid tert-butyl ester